FC1=C(C#N)C=CC(=C1)CN1C(OC2=C1C=CC(=C2)C=2C(=C(N=C1C(CS(C21)(=O)=O)C(C)C)CCC2CCOCC2)C=2OC(=NN2)C)=O 2-fluoro-4-[(6-(3-isopropyl-6-(5-methyl-1,3,4-oxadiazol-2-yl)-1,1-dioxo-5-[2-(tetrahydro-2H-pyran-4-yl)ethyl]-1λ6-thia-4-aza-7-indanyl)-2-oxo-1,3-benzoxazol-3-yl)methyl]benzonitrile